P(=O)(OOC(C=C)=O)(O)O acryloyloxy dihydrogen phosphate